2-[[6-chloro-3-(1-methyl-3,6-dihydro-2H-pyridin-4-yl)-4-quinolinyl]amino]benzoic acid ClC=1C=C2C(=C(C=NC2=CC1)C=1CCN(CC1)C)NC1=C(C(=O)O)C=CC=C1